(2-(chloromethyl)-3-fluoro-4-methoxyphenyl)-1H-1,2,3-triazole ClCC1=C(C=CC(=C1F)OC)N1N=NC=C1